2-(2-((cis)-4-(tert-butoxycarbonyl)-6,6-difluorohexahydropyrrolo[3,2-b]pyrrol-1(2H)-yl)ethoxy)-2-methylpropionic acid C(C)(C)(C)OC(=O)N1CC([C@@H]2N(CC[C@@H]21)CCOC(C(=O)O)(C)C)(F)F